Isopropyl (1S,3S)-3-((2-(5-(bromomethyl)-1-methyl-1H-pyrazol-4-yl)-4-ethylpyrimidin-5-yl)oxy)cyclohexane-1-carboxylate BrCC1=C(C=NN1C)C1=NC=C(C(=N1)CC)O[C@@H]1C[C@H](CCC1)C(=O)OC(C)C